C[Sn](Cl)(Cl)Cl methyl-tin trichloride